NC1=NC(=NC2=C1NC(N(C2)CCCCCN2CCCC2)=O)OCCCC 8-amino-6-butoxy-3-(5-(pyrrolidin-1-yl)pentyl)-3,4-dihydropyrimido[5,4-d]pyrimidin-2(1H)-one